FC1=NC(=CC=C1C=1CCN(CC1)CC=1C(=C2NC(C(=NC2=C(C1)C#CC)C)=O)F)C(=O)NC 2-fluoro-1'-((5-fluoro-2-methyl-3-oxo-8-(prop-1-yn-1-yl)-3,4-dihydroquinoxalin-6-yl)methyl)-N-methyl-1',2',3',6'-tetrahydro-[3,4'-bipyridine]-6-carboxamide